ClC1=NC(=C2N=CN(C2=N1)[C@H]1[C@@H]([C@@H]([C@H](O1)COC(COC)(C)P(O)(O)=O)O)O)NC1CCCC1 (2-(((2R,3S,4R,5R)-5-(2-chloro-6-(cyclopentylamino)-9H-purin-9-yl)-3,4-dihydroxytetrahydrofuran-2-yl)methoxy)-1-methoxypropan-2-yl)phosphonic acid